CC=1C=CC(=C(C1)C1=CC=CC=C1)C1=C(C=2C(=NC=CC2)N1)C=O 2-(5-methyl-[1,1'-biphenyl]-2-yl)-1H-pyrrolo[2,3-b]pyridine-3-carbaldehyde